N[C@H](C(=O)O)CCCCN1CCC(CC1)(F)F (S)-2-amino-6-(4,4-difluoropiperidin-1-yl)hexanoic acid